C(=O)O.O=C1NC(CCC1N1C(C2=CC=CC=C2C1=O)=O)=O 2-(2,6-dioxopiperidin-3-yl)isoindole-1,3-dione formate